(S)-1-(4-(6-((3-fluoroquinolin-8-yl)methoxy)pyridin-2-yl)piperidin-1-yl)ethane FC=1C=NC2=C(C=CC=C2C1)COC1=CC=CC(=N1)C1CCN(CC1)CC